C(C)OC(CC(C1=NC2=CC=CC=C2N=C1)N)=O 3-amino-3-(quinoxalin-2-yl)propionic acid ethyl ester